C(C1=CC=CC=C1)OC1=C(C(=C2C=CC(=CC2=C1)/C=C/CN1CCC(CC1)C1=CC2=C(N(C(N2C)=O)C2C(NC(CC2)=O)=O)C=C1)F)N1S(NC(C1)=O)(=O)=O 3-[5-[1-[(E)-3-[7-benzyloxy-5-fluoro-6-(1,1,4-trioxo-1,2,5-thiadiazolidin-2-yl)-2-naphthyl]allyl]-4-piperidyl]-3-methyl-2-oxo-benzimidazol-1-yl]piperidine-2,6-dione